FC1=CC=C(C=C1)C1=NN2C(CNCC2)=C1C1=CC(=NC=C1)CCC 1-(4-(2-(4-fluorophenyl)-4,5,6,7-tetrahydropyrazolo[1,5-a]pyrazin-3-yl)pyridin-2-yl)propan